2-benzyl-N-(8-fluoro-3-quinolyl)-2-methyl-3-(1-methylcyclopropyl)propanamide C(C1=CC=CC=C1)C(C(=O)NC=1C=NC2=C(C=CC=C2C1)F)(CC1(CC1)C)C